[(3S,3aR,6S,6aR)-3-acetoxy-2,3,3a,5,6,6a-hexahydrofuro[3,2-b]furan-6-yl] (2S)-2-[(2-chloro-6-methyl-benzoyl)amino]-3-[4-[(2,6-dichlorobenzoyl)amino]phenyl]propanoate ClC1=C(C(=O)N[C@H](C(=O)O[C@H]2CO[C@H]3[C@@H]2OC[C@@H]3OC(C)=O)CC3=CC=C(C=C3)NC(C3=C(C=CC=C3Cl)Cl)=O)C(=CC=C1)C